6-(Cyclobutoxy)pyridin-3-amine C1(CCC1)OC1=CC=C(C=N1)N